1-bromo-2-(trifluoromethoxy)ethane BrCCOC(F)(F)F